ClC=1C=CC(=C(C1)C1=NN(C=C1NC(=O)C=1C(=NN2C1N=CC=C2)N)C2CCNCC2)OC(F)F 2-amino-pyrazolo[1,5-a]pyrimidine-3-carboxylic acid [3-(5-chloro-2-difluoromethoxy-phenyl)-1-piperidin-4-yl-1H-pyrazol-4-yl]-amide